C(C)(C)C1=C(NC2=CC=C(C=C12)C1CCNCC1)C=1C2=C(C(N(C1)C)=O)CCC2 4-(3-isopropyl-5-(piperidin-4-yl)-1H-indol-2-yl)-2-methyl-2,5,6,7-tetrahydro-1H-Cyclopent[c]pyridin-1-one